NC1=C(C(=O)NC23CCC(CC2)(CC3)O)C=C(C=N1)C=1C=C3CCC2(CN(CC2)C2CCOCC2)C3=CC1 2-amino-N-(4-hydroxy-bicyclo[2.2.2]oct-1-yl)-5-(1'-(tetrahydro-2H-pyran-4-yl)-2,3-dihydrospiro[inden-1,3'-pyrrolidin]-5-yl)nicotinamide